C1(CC1)C=1SC(=C(N1)C(NCC1=C(C=CC=C1)C(F)(F)F)=O)NC(OC(C)(C)C)=O tert-butyl (2-cyclopropyl-4-((2-(trifluoromethyl)benzyl)carbamoyl)thiazol-5-yl)carbamate